1-(2-(t-butyldimethylsilyloxy)ethyl)-4-methoxy-1H-pyrrolo[3,2-c]pyridine [Si](C)(C)(C(C)(C)C)OCCN1C=CC=2C(=NC=CC21)OC